FC([C@](C)(O)C1=NC=C2N1[C@H](CN1C2=NN=C1C(F)(F)F)C)(F)F (R)-1,1,1-trifluoro-2-((S)-6-methyl-3-(trifluoromethyl)-5,6-dihydroimidazo[1,5-a][1,2,4]triazolo[3,4-c]pyrazin-8-yl)propan-2-ol